O1C(CCCC1)C1NC=CC=C1 2-(tetrahydropyran-2-yl)-2H-pyridine